(2S,3R,4S,5R)-2-[4-(benzylamino)-2-methylquinazolin-7-yl]-5-(hydroxymethyl)oxolane-3,4-diol C(C1=CC=CC=C1)NC1=NC(=NC2=CC(=CC=C12)[C@@H]1O[C@@H]([C@H]([C@H]1O)O)CO)C